4-((2S,5R)-2,5-diethyl-4-(1-(2-fluoro-4-(trifluoromethoxy)phenyl)ethyl)piperazin-1-yl)-1-methyl-2-oxo-1,2-dihydropyrido[3,2-d]pyrimidine-6-carbonitrile C(C)[C@@H]1N(C[C@H](N(C1)C(C)C1=C(C=C(C=C1)OC(F)(F)F)F)CC)C=1C2=C(N(C(N1)=O)C)C=CC(=N2)C#N